2-[(3R)-3-methyl-4-(4-piperazin-1-ylcyclohexyl)-4,8,10,11-tetrazatricyclo[7.4.0.02,7]trideca-1(9),2(7),10,12-tetraen-12-yl]phenol C[C@@H]1C=2C=3C=C(N=NC3NC2CCN1C1CCC(CC1)N1CCNCC1)C1=C(C=CC=C1)O